C(C1=CC=CC=C1)N1CCC2(CC(NC=3N2N=C(C3C#N)C3=CC=C(C=C3)OC3=CC=CC=C3)=O)CC1 1-benzyl-5'-oxo-2'-(4-phenoxyphenyl)-5',6'-dihydro-4'H-spiro[piperidine-4,7'-pyrazolo[1,5-a]pyrimidine]-3'-carbonitrile